C(#N)C1=C(C=C(OC2C(C(C2(C)C)NC([O-])=O)(C)C)C=C1)OC ((1R,3R)-3-(4-cyano-3-methoxyphenoxy)-2,2,4,4-tetramethylcyclobutyl)carbamate